CN(/C=C/C=1C(=CN=NC1)C(=O)OCC)C ethyl (E)-5-(2-(dimethylamino)vinyl)pyridazine-4-carboxylate